ClC1=C(C=CC(=C1)OC(F)(F)F)N1N=C(C=2C1=NC=CC2CO)C2CN(C2)C(C(=C)F)=O 1-(3-(1-(2-chloro-4-(trifluoromethoxy)phenyl)-4-(hydroxymethyl)-1H-pyrazolo[3,4-b]pyridin-3-yl)azetidin-1-yl)-2-fluoroprop-2-en-1-one